P(=O)(OCC)(OCC)OC1=CC=C(C=C1)C#C[Si](C)(C)C diethyl (4-((trimethylsilyl) ethynyl) phenyl) phosphate